(R)-1-(3-(Dimethylamino)pyrazolo[1,5-a]pyrimidin-5-yl)piperidin-3-ol CN(C=1C=NN2C1N=C(C=C2)N2C[C@@H](CCC2)O)C